O=C1C=CC(=CN1)C1=CC=CC2=C1OCCO2 8-(6-oxo-1,6-dihydro-pyridin-3-yl)-2,3-dihydro-benzo[1,4]dioxin